tert-butyl 2-(3-((6-methyl-5-(2-(1-methyl-1H-pyrazol-4-yl)pyrazolo[5,1-b]thiazole-7-carboxamido)pyridin-3-yl)amino)-3-oxopropyl)pyrrolidine-1-carboxylate CC1=C(C=C(C=N1)NC(CCC1N(CCC1)C(=O)OC(C)(C)C)=O)NC(=O)C=1C=NN2C1SC(=C2)C=2C=NN(C2)C